tert-butyl (12aR)-9-bromo-10-chloro-7-cyano-3,4,12,12a-tetrahydro-6H-pyrazino[2,1-c][1,4]benzoxazepine-2(1H)-carboxylate BrC1=C(C2=C(CN3[C@@H](CO2)CN(CC3)C(=O)OC(C)(C)C)C(=C1)C#N)Cl